N(=[N+]=[N-])CC(=O)N[C@@H]([C@@H](C)CC)C(=O)OC methyl (2-azidoacetyl)-L-isoleucinate